ClC1=CC=C(C=C1)N1C(N(C(NC1=O)=O)C1=CC(=C(C=C1)OC1=CC=CC=C1)OCCOC)=O 1-(4-Chlorophenyl)-3-[3-(2-methoxyethoxy)-4-phenoxyphenyl]-1,3,5-triazinan-2,4,6-trion